OCCN1CCN(CC1)CCOC=1C=C2C(C3=C(C4=C(O3)C=CC=C4)C(C2=CC1)=O)(C)C 8-{2-[4-(2-Hydroxy-ethyl)-piperazin-1-yl]-ethoxy}-6,6-dimethyl-6H-benzo[b]naphtho[2,3-d]furan-11-one